2,4,5-trihydroxy-DL-phenylalanine OC1=C(C[C@H](N)C(=O)O)C=C(C(=C1)O)O |r|